S(=O)(=O)(O)C1=CC=C(C=C1)C(C=O)C p-sulfophenylpropionaldehyde